BrCCOC1=CC=C(C=C1)C[C@@H](C(=O)OC)NC(=O)OC(C)(C)C methyl (S)-3-[4-(2-bromoethoxy)phenyl]-2-[(tert-butoxycarbonyl) amino]propanoate